1-(4-cyclobutyl-3-(3,3-difluoro-cyclobutyl)-1-methyl-1H-pyrazol-5-yl)-3-phenylurea C1(CCC1)C=1C(=NN(C1NC(=O)NC1=CC=CC=C1)C)C1CC(C1)(F)F